6-((2,6-dimethyl-pyrimidin-4-yl)amino)-N-ethoxy-4-((4-ethynyl-2-(N-methyl-methane-sulfonamido)phenyl)amino)-nicotinamide CC1=NC(=CC(=N1)NC1=NC=C(C(=O)NOCC)C(=C1)NC1=C(C=C(C=C1)C#C)N(S(=O)(=O)C)C)C